amino-indene NC1C=CC2=CC=CC=C12